O=C1NC(CCC1N1C(C2=CC=C(C=C2C1=O)NCCCCCCN1N=CC(=C1)C1=NC2=C(C=CC=C2N=C1)C1CCOCC1)=O)=O 2-(2,6-dioxopiperidin-3-yl)-5-((6-(4-(8-(tetrahydro-2H-pyran-4-yl)quinoxalin-2-yl)-1H-pyrazol-1-yl)hexyl)amino)isoindoline-1,3-dione